p-dimethylanilinium CC1([NH3+])CC=C(C=C1)C